ONC1CCC(CC1)C(=O)NC1=CC(=C(C=C1)C)OC 4-(Hydroxyamino)-N-(3-methoxy-4-methylphenyl)cyclohexanecarboxamide